2-chloro-7-methyl-9-[(3S)-tetrahydro-3-furanyl]-7,9-dihydro-8H-purin-8-one ClC1=NC=C2N(C(N(C2=N1)[C@@H]1COCC1)=O)C